C(C)(C)(C)OC(=O)N1CCC2(CCN(C2)C2=C(C=CC=C2)N(C)C)CC1 2-[2-(Dimethylamino)phenyl]-2,8-diazaspiro[4.5]decane-8-carboxylic acid tert-butyl ester